COCOC1=C(C=CC(=C1)OCOC)C(C(F)(F)F)NS(=O)C(C)(C)C N-(1-(2,4-bis(methoxymethoxy)phenyl)-2,2,2-trifluoroethyl)-2-methylpropane-2-sulfinamide